3-(5-bromopyrimidin-2-yl)oxetan-3-ol BrC=1C=NC(=NC1)C1(COC1)O